ClC=1C=CC2=C(C(C[C@@H](O2)C(=O)N[C@@H]2[C@H]3C[C@@H]([C@@H](C2)O3)NC(COC3=CC(=C(C=C3)Cl)F)=O)=O)C1 |&1:13,14,16,17| (2R)-6-chloro-N-{(1RS,2SR,4RS,5SR)-5-[2-(4-chloro-3-fluorophenoxy)acetamido]-7-oxabicyclo[2.2.1]hept-2-yl}-4-oxo-3,4-dihydro-2H-1-benzopyran-2-carboxamide